1,7-dihydro-4H-pyrrolo[2,3-d]pyrimidin-4-one O-methyl oxime CON=C1C2=C(NC=N1)NC=C2